(R)-4-((R)-10-Acryloyl-2-fluoro-4-methyl-14-oxo-8,8a,9,10,11,12-hexahydro-7H,14H-pyrazino[1',2':5,6][1,5]diazocino[3,2,1-hi]indol-3-yl)-2-amino-7-fluorobenzo[b]thiophene-3-carbonitrile C(C=C)(=O)N1C[C@@H]2N(C(C=3C=C(C(=C4C(=CN(C34)CC2)C)C2=CC=C(C=3SC(=C(C32)C#N)N)F)F)=O)CC1